OC1=CC=C(C=C1)CC(=O)O.C1(=CC=CC=C1)CC(=O)O phenylacetic acid (4-hydroxy-phenylacetate)